I.N1CCCC1 pyrrolidine hydriodide